FC(C1=CC(=NC=C1)N1CC2(C1)CCN(CC2)C(=O)OC(C)(C)C)(F)F tert-Butyl 2-[4-(trifluoromethyl)pyridin-2-yl]-2,7-diazaspiro[3.5]nonane-7-carboxylate